N1=NNC(C2=C1C=CC=C2)=O 1,2,3-benzo-triazinone